4-(2-(4-(2-acetyl-5-chlorophenyl)-5-methoxy-2-oxopyridin-1(2H)-yl)-3-(1-cyclopropyl-1H-pyrazol-3-yl)propionylamino)benzoic acid C(C)(=O)C1=C(C=C(C=C1)Cl)C1=CC(N(C=C1OC)C(C(=O)NC1=CC=C(C(=O)O)C=C1)CC1=NN(C=C1)C1CC1)=O